CN1C2=C(C=CC1=O)NC=C2C2=CC(=CC(=C2)OC=2C=NC(=NC2)C(F)(F)F)C 4-methyl-3-(3-methyl-5-{[2-(trifluoromethyl)pyrimidin-5-yl]oxy}phenyl)-1H,4H,5H-pyrrolo[3,2-b]pyridin-5-one